3-bromo-1-(4-(pyrrolidin-1-yl)phenyl)-1H-pyrazole BrC1=NN(C=C1)C1=CC=C(C=C1)N1CCCC1